C(C1=CC=CC=C1)(=O)NC1=CC=C(C=C1)C1=NN(C(=C1)NC(C1=CC(=CC=C1)C(C1=CC=C(C=C1)OCC#C)=O)=O)C N-(3-(4-Benzamidophenyl)-1-methyl-1H-pyrazol-5-yl)-3-(4-(prop-2-yn-1-yloxy)benzoyl)benzamide